S1C(=NN=C1)NC(=O)/C=C/C=1C=C(C=CC1)O 3-((E)-2-((1,3,4-thiadiazol-2-yl)carbamoyl)vinyl)phenol